Methyl (3'R,4'S,5'R)-6''-bromo-4'-(3-chloro-2-fluorophenyl)-2''-oxodispiro[cyclohexane-1,2'-pyrrolidine-3',3''-indoline]-5'-carboxylate BrC1=CC=C2[C@@]3(C(NC2=C1)=O)C1(N[C@H]([C@@H]3C3=C(C(=CC=C3)Cl)F)C(=O)OC)CCCCC1